1-((4-((2S,5R)-4-((4-Chlorophenyl)(3,3-difluorocyclobutyl)methyl)-2,5-dimethylpiperazin-1-yl)-1H-[1,2,4]triazolo[3,4-b]purin-1-yl)methyl)cyclopentan-1-ol ClC1=CC=C(C=C1)C(N1C[C@@H](N(C[C@H]1C)C=1C=2N=CN(C2N2C(N1)=NN=C2)CC2(CCCC2)O)C)C2CC(C2)(F)F